1-[2-[4-(2-chlorophenyl)-2-oxo-chromen-7-yl]oxypropanoyl]-3-methyl-piperidine ClC1=C(C=CC=C1)C1=CC(OC2=CC(=CC=C12)OC(C(=O)N1CC(CCC1)C)C)=O